3,6-bis(3-sulfanylpropoxymethyl)-1,4-bis(3-sulfanylpropyl)piperazine-2,5-dione SCCCOCC1C(N(C(C(N1CCCS)=O)COCCCS)CCCS)=O